C1(CCCC1)OC=1C(C(C1OC1CCCC1)=O)=O 3,4-bis(cyclopentoxy)cyclobut-3-ene-1,2-dione